ClC=1C=C2C(=C3C4(NC(NC13)=O)CCCCC4)OC(=C2)C(=O)N2C[C@H](O[C@H](C2)C)C 5'-chloro-2'-[(2R,6S)-2,6-dimethylmorpholine-4-carbonyl]-7',8'-dihydro-6'H-spiro[cyclohexane-1,9'-furo[2,3-f]quinazoline]-7'-one